N[C@H]1[C@@H]2C[C@H]([C@H](C1)C2)NC(OCC2=CC=CC=C2)=O benzyl ((1S,2R,4S,5R)-5-aminobicyclo[2.2.1]heptan-2-yl)carbamate